(1R)-2-phenyl-1-[(1S,2S,6R,8S)-2,9,9-trimethyl-3,5-dioxa-4-boratricyclo[6.1.1.0^[2,6]]decan-4-yl]ethan-1-amine hydrochloride Cl.C1(=CC=CC=C1)C[C@H](N)B1O[C@]2([C@@H]3C([C@H](C[C@H]2O1)C3)(C)C)C